C(C)(C)(C)OC(=O)N1N=CC2=CC(=C(C=C12)F)Cl 5-chloro-6-fluoro-1H-indazole-1-carboxylic acid tert-butyl ester